(2-{[2-(aminomethyl)-6-chloro-4-(pyridin-3-yl)phenyl]sulfanyl}pyridin-3-yl)methanol HCl salt Cl.NCC1=C(C(=CC(=C1)C=1C=NC=CC1)Cl)SC1=NC=CC=C1CO